3-(5-bromo-2-isopropoxyphenyl)-2-chloromethylquinazol-4(3H)-one BrC=1C=CC(=C(C1)N1C(=NC2=CC=CC=C2C1=O)CCl)OC(C)C